ClC1=NC(=NC(=N1)C1=CC=C(C=C1)C1=CC2=CC=CC=C2C=C1)C1=CC=CC=C1 2-chloro-4-(4-(naphthalen-2-yl)phenyl)-6-phenyl-1,3,5-triazine